FC1=C(OCC2OC2)C(=CC=C1F)[N+](=O)[O-] 2-((2,3-difluoro-6-nitrophenoxy)methyl)oxirane